C(=O)O.FC1=C(C=C(C=C1)F)C1=C(C(=NC=C1)N1C[C@H](CC1)F)NC(CCN(C)C)=O (S)-N-(4-(2,5-difluorophenyl)-2-(3-fluoropyrrolidin-1-yl)pyridin-3-yl)-3-(dimethylamino)propanamide formate salt